C1(CCCC1)CNCC(C)(O)C 1-[(cyclopentylmethyl)amino]-2-methyl-2-propanol